N(N)C1=CC=C(C(=O)O)C=C1 4-hydrazinobenzoic acid